(4,7,10-tris(2-methoxy-2-oxoethyl)-1,4,7,10-tetraazacyclododecan-1-yl)pyrrolidine-1,2-dicarboxylate COC(CN1CCN(CCN(CCN(CC1)CC(OC)=O)CC(OC)=O)OC(=O)N1C(CCC1)C(=O)[O-])=O